3-chloro-1-((1R,2R)-2-hydroxy-2-methyl-cyclopentyl)-7-((1-(methylsulfonyl)piperidin-4-yl)amino)pyrido[3,4-b]pyrazin-2(1H)-one ClC=1C(N(C2=C(N1)C=NC(=C2)NC2CCN(CC2)S(=O)(=O)C)[C@H]2[C@](CCC2)(C)O)=O